2-Methyl-N-(3-(3,3,3-trifluoro-2-hydroxy-2-methylpropyl)-1,2,4-thiadiazol-5-yl)-5-(3-(trifluoromethoxy)phenyl)thiophene-3-carboxamide CC=1SC(=CC1C(=O)NC1=NC(=NS1)CC(C(F)(F)F)(C)O)C1=CC(=CC=C1)OC(F)(F)F